NCCC=1C=CC=C2C(=NC(=NC12)NCC1CCCCC1)N[C@H](C)C=1SC=CC1 (R)-8-(2-aminoethyl)-N2-(cyclohexylmethyl)-N4-(1-(thiophen-2-yl)ethyl)quinazoline-2,4-diamine